BrCCOC1=CC=CC=2C1=CC(=C1CCC(OC21)(C)C)C(=O)N2CCOCC2 (7-(2-bromoethoxy)-2,2-dimethyl-3,4-dihydro-2H-benzo[H]chromen-5-yl)(morpholinyl)methanone